C(C1=CC=CC=C1)OC1=NC(=CC=C1C=1C=NC(=CC1)OC1CCN(CC1)C(=O)OC(C)(C)C)OCC1=CC=CC=C1 tert-butyl 4-{[2',6'-bis(benzyloxy)-[3,3'-bipyridin]-6-yl]oxy}piperidine-1-carboxylate